FC1=CC=C(C=C1)N1C(=NOCC1)C=1C=C(C=2N(C1)C(=CN2)C=2C=CC(=NC2)NC(OC)=O)C methyl N-[5-[6-[4-(4-fluorophenyl)-5,6-dihydro-1,2,4-oxadiazin-3-yl]-8-methyl-imidazo[1,2-a]pyridin-3-yl]-2-pyridyl]carbamate